(R)-2-Chloro-N,N-dimethyl-6-(2-methylpyrrolidin-1-yl)isonicotinamide ClC=1C=C(C(=O)N(C)C)C=C(N1)N1[C@@H](CCC1)C